tri(4-propenylphenyl)methane C(=CC)C1=CC=C(C=C1)C(C1=CC=C(C=C1)C=CC)C1=CC=C(C=C1)C=CC